CC1C2=C(C3=C4C(=C5CCC(N5C4=C2C6C(O1)CC(=O)O6)C(C)O)C=CC3=O)O The molecule is an organic heterohexacyclic compound that is isolated from Streptomyces sp. A54238. It exhibits inhibitory efficacy against the growth of human tumour cells. It has a role as a metabolite, an antimicrobial agent and an antineoplastic agent. It is an organic heterohexacyclic compound, a member of phenols, an enone, an organonitrogen heterocyclic compound, a secondary alcohol, a cyclic ether, a gamma-lactone and an aromatic ketone.